O[C@@H]1[C@@H]([C@H]([C@@]2(OC3=C([C@@]21O)C(=CC(=C3)OCCCC=O)OC)C3=CC=C(C=C3)OC)C3=CC=CC=C3)C(=O)OC |r| rac-methyl (1R,2R,3S,3aR,8bS)-1,8b-dihydroxy-8-methoxy-3a-(4-methoxyphenyl)-6-(4-oxobutoxy)-3-phenyl-2,3,3a,8b-tetrahydro-1H-cyclopenta[b]benzofuran-2-carboxylate